1-(tert-butoxycarbonyl)piperidine C(C)(C)(C)OC(=O)N1CCCCC1